2,2'-methylene-bis(4,6-di-t-butylphenyl) octyl phosphite P1(OC2=C(C=C(C=C2C(C)(C)C)C(C)(C)C)CC2=C(C(=CC(=C2)C(C)(C)C)C(C)(C)C)O1)OCCCCCCCC